ClCC1=CC=C(OC2CCOCC2)C=C1 4-[4-(Chloromethyl)phenoxy]tetrahydro-2H-pyran